NS(=O)(=O)C1=CC=C(C=C1)CNC1=NC(=NC(=C1)NC)NC=1SC(=C(N1)C)C(=O)OCC 2-[[4-[[[4-(aminosulfonyl)phenyl]methyl]amino]-6-(methylamino)-2-pyrimidinyl]amino]-4-methyl-5-thiazolecarboxylic acid, ethyl ester